OC(C#C\C(=C/C=O)\C1=CC=C(C=C1)OC)(C#C[Si](C(C)C)(C(C)C)C(C)C)C1=CC=CC=C1 (Z)-6-hydroxy-3-(4-methoxyphenyl)-6-phenyl-8-(triisopropylsilyl)oct-2-en-4,7-diyne-1-al